eicosaethylene glycol stearyl ether C(CCCCCCCCCCCCCCCCC)OCCOCCOCCOCCOCCOCCOCCOCCOCCOCCOCCOCCOCCOCCOCCOCCOCCOCCOCCOCCO